Boc tert-Butyl-(R)-4-(3-(3-((6-((3-(3,4-dihydroisoquinolin-2(1H)-yl)-2-hydroxypropyl)carbamoyl)pyrimidin-4-yl)amino)azetidin-1-yl)propyl)piperazine-1-carboxylate C(C)(C)(C)[C@H]1N(CCN(C1)CCCN1CC(C1)NC1=NC=NC(=C1)C(NCC(CN1CC2=CC=CC=C2CC1)O)=O)C(=O)OC(=O)OC(C)(C)C